(R)-2-(1-(1-methylpiperidin-4-yl)pyrrolidin-2-yl)-6-nitro-3-phenylquinazolin-4(3H)-one CN1CCC(CC1)N1[C@H](CCC1)C1=NC2=CC=C(C=C2C(N1C1=CC=CC=C1)=O)[N+](=O)[O-]